C(C)(C)(C)OC(=O)N1C[C@@H](CCC1)C1=CC=C(C=C1)N1N=C2C(=CC=CC2=C1)C(=O)OC methyl (S)-2-(4-(1-(tert-butoxycarbonyl)piperidin-3-yl)phenyl)-2H-indazole-7-carboxylate